(R)-6-(2-(1-cyclopropyl-1H-pyrazol-4-yl)morpholino)-2,3-dimethyl-8-(2,4,5-trifluorophenyl)pyrido[3,4-d]pyrimidin-4(3H)-one C1(CC1)N1N=CC(=C1)[C@H]1OCCN(C1)C1=CC2=C(N=C(N(C2=O)C)C)C(=N1)C1=C(C=C(C(=C1)F)F)F